1,3-dibromo-5-tert-butylbenzene BrC1=CC(=CC(=C1)C(C)(C)C)Br